4-(chloroquinoline-2-yl)-benzamide ClC=1C(=NC2=CC=CC=C2C1)C1=CC=C(C(=O)N)C=C1